((4-(chloromethyl)phenoxy)methyl)-3-fluorobenzene ClCC1=CC=C(OCC2=CC(=CC=C2)F)C=C1